sodium aluminum salt [Al].[Na]